2-((6-(6-((4-cyano-2-fluorobenzyl)oxy)pyridin-2-yl)-3-azabicyclo[4.1.0]heptan-3-yl)methyl)-1-((S)-oxetan-2-ylmethyl)-1H-benzo[d]imidazole-6-carboxylic acid C(#N)C1=CC(=C(COC2=CC=CC(=N2)C23CCN(CC3C2)CC2=NC3=C(N2C[C@H]2OCC2)C=C(C=C3)C(=O)O)C=C1)F